N1=CNC(C2=C1C=CN2)=O 3,5-dihydro-pyrrolo[3,2-d]Pyrimidin-4-one